tert.butyl alcohol C(C)(C)(C)O